(E)-(4-(1-(3-(2-((5,6-difluoro-2,3-dihydro-1H-inden-2-yl)amino)pyrimidine-5-yl)acryloyl)azetidin-3-yl)-1H-1,2,3-triazol-1-yl)methyl pivalate C(C(C)(C)C)(=O)OCN1N=NC(=C1)C1CN(C1)C(\C=C\C=1C=NC(=NC1)NC1CC2=CC(=C(C=C2C1)F)F)=O